O[C@]1(C[C@H]2CC[C@H]3[C@@H]4CCC[C@@H]([C@]4(CC[C@@H]3[C@H]2CC1)C)C(CN1N=CC(=C1)C#N)=O)COC 1-(2-((1S,4aS,4bR,6aR,8R,10aS,10bR,12aS)-8-hydroxy-8-(methoxymethyl)-12a-methyloctadecahydrochrysen-1-yl)-2-oxoethyl)-1H-pyrazole-4-carbonitrile